C(C1=CC=CC=C1)OC1=C(C(OC12CCC(CC2)OC2CCNCC2)=O)C2=C(C=C(C=C2C)C)C (5s,8s)-4-(benzyloxy)-3-mesityl-8-(piperidin-4-yloxy)-1-oxaspiro[4.5]dec-3-en-2-one